3-[[(1s,2s,3r)-2,3-difluoro-2,3-dihydro-1-hydroxy-7-(methanesulfonyl)-1H-inden-4-yl]oxy]-5-fluorobenzonitrile F[C@H]1[C@H](C2=C(C=CC(=C2[C@H]1F)OC=1C=C(C#N)C=C(C1)F)S(=O)(=O)C)O